2-(methoxymethyl)chroman COCC1OC2=CC=CC=C2CC1